ClC1=C(C(=CC=C1)Cl)COC=1C=NC(=NC1)N1N=C(C=C1)C(=O)N 1-{5-[(2,6-dichlorophenyl)methoxy]pyrimidin-2-yl}pyrazole-3-carboxamide